C(C(F)(F)F)(C(F)(F)F)O hexafluoroisopropanol